Oxadiazoleacetamide 2,4,6-tris(trifluoromethyl)-1,3,5-triazineacrylate (4-hydroxyphenyl-methacrylate) OC1=CC=C(C=C1)C=C(C(=O)O)C.FC(C1(NC(=NC(=N1)C(F)(F)F)C(F)(F)F)C=CC(=O)O)(F)F.O1N=NC(=C1)CC(=O)N